N-[4-(4-tert-butylpyrazol-1-yl)-2,6-difluoro-phenyl]-2,3-dichloro-benzenesulfonamide C(C)(C)(C)C=1C=NN(C1)C1=CC(=C(C(=C1)F)NS(=O)(=O)C1=C(C(=CC=C1)Cl)Cl)F